O=C([C@H](O)[C@@H](O)[C@@H](O)[C@H](O)C(=O)O)O D-galactaric acid